C1(=CC=CC=C1)CNC1=C(C=C(C=C1)S(=O)(=O)NC)Br 4-(phenylmethylamino)-3-bromo-N-methyl-benzenesulfonamide